5-{6-[2-(6-Fluoro-4-methoxy-2-methyl-indol-1-yl)-ethylamino]-pyrimidin-4-yl}-3-hydroxy-thiophen FC1=CC(=C2C=C(N(C2=C1)CCNC1=CC(=NC=N1)C1=CC(=CS1)O)C)OC